(S)-7,7a,8,9-tetrahydro-6H-azeto[2,1-d]pyrido[2,3-f][1,2,5]thiadiazepine 5,5-dioxide N1=CC=CC2=C1N1[C@H](CNS2(=O)=O)CC1